C(C1=CC=CC=C1)NC=1C=NC=C(C1)N(C)C N3-benzyl-N5,N5-dimethylpyridine-3,5-diamine